N-(2-methoxy-4-(1-phenylcyclopentane-1-carboxamido)phenyl)-1H-pyrrole-2-carboxamide COC1=C(C=CC(=C1)NC(=O)C1(CCCC1)C1=CC=CC=C1)NC(=O)C=1NC=CC1